6-chloro-4-(((R)-1-cyanoethyl)amino)-N-((S)-2-fluoro-3-hydroxy-3-methylbutyl)nicotinamide ClC1=NC=C(C(=O)NC[C@@H](C(C)(C)O)F)C(=C1)N[C@H](C)C#N